FC(C(=O)O)COC[C@H]1NCCC1 2-fluoro-3-(((S)-pyrrolidin-2-yl)methoxy)propionic acid